3-(3-(3-(1-(2-chloro-4-fluorophenyl)cyclopropyl)-1,2,4-oxadiazol-5-yl)-5-(difluoromethyl)-1H-pyrazol-1-yl)propenamide ClC1=C(C=CC(=C1)F)C1(CC1)C1=NOC(=N1)C1=NN(C(=C1)C(F)F)C=CC(=O)N